10-((2-oxaspiro[3.3]heptan-6-yl)amino)nonadecanedioic acid bis(3-pentyloxy) ester CCC(CC)OOC(CCCCCCCCC(CCCCCCCCC(=O)OOC(CC)CC)NC1CC2(COC2)C1)=O